(3-(diethylamino)propyl)-2-(4-(tetrahydro-2H-pyran-4-yl)phenyl)benzo[d]imidazo[2,1-b]thiazole-7-carboxamide C(C)N(CCCC1=C(N=C2SC3=C(N21)C=CC(=C3)C(=O)N)C3=CC=C(C=C3)C3CCOCC3)CC